C(C)(C)(C)OC(CN1N=C2C=C(C=CC2=C1C)NC1(CN(C1)C(=O)OC(C)(C)C)C1=C(C(=CC=C1F)Cl)Cl)=O tert-butyl 3-({2-[2-(tert-butoxy)-2-oxoethyl]-3-methylindazol-6-yl}amino)-3-(2,3-dichloro-6-fluorophenyl)azetidine-1-carboxylate